C1(=CC(=CC=C1)C1=NC(=NC(=N1)C1=CC=CC=C1)C1=CC=CC=2OC3=C(C21)C=C(C=C3)C3=CC=C(C=C3)C3=CC=C(C=C3)C3=CC=CC=C3)C3=CC=CC=C3 2-(biphenyl-3-yl)-4-phenyl-6-{8-[(1,1':4',1''-terphenyl)-4-yl]-1-dibenzofuranyl}-1,3,5-triazine